3,4-Diaminopyridine NC=1C=NC=CC1N